C(C)(C)C1=CC(=NN1)NC1=NC(=CN=C1)O[C@H]1C[C@@H](NCC1)C |r| rac-N-(5-isopropyl-1H-pyrazol-3-yl)-6-(((2S,4R)-2-methylpiperidin-4-yl)oxy)pyrazin-2-amine